4-nosylchloride S(=O)(=O)(C1=CC=C(C=C1)[N+](=O)[O-])Cl